3-(4,5-dimethylthiazol-2-yl)-2,5-diphenyl-tetrazolium ammonium bromide [Br-].[NH4+].CC=1N=C(SC1C)N1N([NH2+]C(=N1)C1=CC=CC=C1)C1=CC=CC=C1.[Br-]